tert-butyl-(4-amino-4-(5-methoxy-1H-benzo[d]imidazol-2-yl)butyl)carbamate C(C)(C)(C)OC(NCCCC(C1=NC2=C(N1)C=CC(=C2)OC)N)=O